[2-[(E)-carbazol-9-yliminomethyl]-4-hydroxyphenyl] 4-propylcyclohexanecarboxylate C(CC)C1CCC(CC1)C(=O)OC1=C(C=C(C=C1)O)/C=N/N1C2=CC=CC=C2C=2C=CC=CC12